(S)-N-(2-(4-(1-acetyl-2-methyl-1,2,3,4-tetrahydroquinolin-6-yl)benzamido)ethyl)-6-(2-amino-pyrimidin-5-yl)-3-methyl-8-morpholinoimidazo[1,2-a]pyrazine-2-carboxamide C(C)(=O)N1[C@H](CCC2=CC(=CC=C12)C1=CC=C(C(=O)NCCNC(=O)C=2N=C3N(C=C(N=C3N3CCOCC3)C=3C=NC(=NC3)N)C2C)C=C1)C